C1(CC1)C=1N(C=CN1)C=1C=C(OC[C@H](C)OC2=C(C=C(C#N)C=C2)OC)C=CC1 (S)-4-((1-(3-(2-cyclopropyl-1H-imidazol-1-yl)phenoxy)propan-2-yl)oxy)-3-methoxybenzonitrile